2-(1-methyl-2-oxabicyclo[2.1.1]hexan-4-yl)-7-[(1R)-1-methylpropoxy]imidazo[1,2-a]pyrimidine-6-carboxylic acid CC12OCC(C1)(C2)C=2N=C1N(C=C(C(=N1)O[C@@H](CC)C)C(=O)O)C2